FC1=C(C(=CC(=C1)OC)F)C1=C(C(N(N1C)CCO)=O)NC(C1=CC=C(C=C1)OC(F)F)=O N-[5-(2,6-difluoro-4-methoxyphenyl)-2-(2-hydroxyethyl)-1-methyl-3-oxo-2,3-dihydro-1H-pyrazol-4-yl]-4-(difluoromethoxy)benzamide